6-chloro-1-methyl-3-(1H-pyrazol-4-yl)-2-(5-(trifluoromethyl)-1H-1,2,4-triazol-3-yl)-1H-indole ClC1=CC=C2C(=C(N(C2=C1)C)C1=NNC(=N1)C(F)(F)F)C=1C=NNC1